CC1=CN(C2=CC=C(C=C12)S(=O)(=O)N1CCCCC1)C(C(=O)O)C [3-methyl-5-(1-piperidylsulfonyl)indol-1-yl]propanoic acid